C(CCC)C(=C)CCCCCCCC 2-butyl-1-decene